ON hydroxy-R-amine